N[C@@H]1CN(CC1)C(=O)C=1NC2=CC=C(C(=C2C1Cl)Cl)F (S)-(3-aminopyrrolidin-1-yl)(3,4-dichloro-5-fluoro-1H-indol-2-yl)methanone